(S)-4-N-Boc-2-(hydroxymethyl)piperazinesalicylic acid C(=O)(OC(C)(C)C)N1C[C@H](N(CC1)C=1C=CC=C(C1C(=O)O)O)CO